tert-Butyl 4-[4-(3-bromopropyl)phenoxy]piperidine-1-carboxylate BrCCCC1=CC=C(OC2CCN(CC2)C(=O)OC(C)(C)C)C=C1